S1C(=CC=C1)SN S-2-thienyl-sulfenamide